OC1=C(C=C(C=C1C(C)(C)C)NC1=NC(=NC(=N1)SCCCCCCCC)SCCCCCCCC)C(C)(C)C 6-(4-hydroxy-3,5-di-tert-butylphenylamino)-2,4-bis(octylthio)-1,3,5-triazine